BrC=1C(=C(C=CC1)CO)NC (3-bromo-2-(methylamino)phenyl)methanol